NC(S)=[NH2+] isothiuronium